(((1s,4s)-4-(1H-imidazol-1-yl)cyclohexyl)oxy)-7-morpholino-N-(propylsulfonyl)-1,6-naphthyridine-3-carboxamide N1(C=NC=C1)C1CCC(CC1)OC1=NC2=CC(=NC=C2C=C1C(=O)NS(=O)(=O)CCC)N1CCOCC1